NCCOCCOCCOCCOCC(NCCCC[C@H](NC(N[C@@H](CCC(=O)OC(C)(C)C)C(=O)OC(C)(C)C)=O)C(=O)OC(C)(C)C)=O tri-tert-butyl (20S,24S)-1-amino-14,22-dioxo-3,6,9,12-tetraoxa-15,21,23-triazahexacosane-20,24,26-tricarboxylate